2-[2-(difluoromethoxy)-3-pyridyl]-9-[[4-[1-isopropyl-4-(trifluoromethyl)imidazol-2-yl]phenyl]methyl]-7-methyl-purin-8-imine FC(OC1=NC=CC=C1C1=NC=C2N(C(N(C2=N1)CC1=CC=C(C=C1)C=1N(C=C(N1)C(F)(F)F)C(C)C)=N)C)F